NC1=NC=CC(=C1)N1N=CC(=C1)CN1C(=NC2=C1C(=CC(=C2)C(=O)N2C1CCC(C2)[C@H]1N)OC)C=1N(C2=CC=CC=C2C1)CC1CC1 (7R)-2-(1-{[1-(2-aminopyridin-4-yl)-1H-pyrazol-4-yl]methyl}-2-[1-(cyclopropylmethyl)-1H-indol-2-yl]-7-methoxy-1H-1,3-benzodiazole-5-carbonyl)-2-azabicyclo[2.2.1]heptan-7-amine